(1S)-1-[2-[3,5-bis(difluoromethyl)pyrazol-1-yl]-6-[6-(7,8-dihydro-5H-pyrano[4,3-c]pyridazin-3-yloxy)pyrazolo[1,5-a]pyridin-3-yl]pyridin-3-yl]ethanol FC(C1=NN(C(=C1)C(F)F)C1=NC(=CC=C1[C@H](C)O)C=1C=NN2C1C=CC(=C2)OC2=CC1=C(N=N2)CCOC1)F